N-(4-(6-chlorobenzo[d]oxazol-2-yl)phenyl)tetrahydropyrimidine-1(2H)-carboxamide ClC1=CC2=C(N=C(O2)C2=CC=C(C=C2)NC(=O)N2CNCCC2)C=C1